3-((3,5-Dichloro-4-((5-chloro-6-isopropylaminopyrimidin-4-yl)oxy)-phenyl)-amino)propanoic acid ClC=1C=C(C=C(C1OC1=NC=NC(=C1Cl)NC(C)C)Cl)NCCC(=O)O